N-(4-(cyclopropanesulfonimidoyl)-2-(6-azaspiro[2.5]octan-6-yl)phenyl)-6-(4,4-difluoropiperidin-1-yl)-4-fluoropicolinamide C1(CC1)S(=O)(=N)C1=CC(=C(C=C1)NC(C1=NC(=CC(=C1)F)N1CCC(CC1)(F)F)=O)N1CCC2(CC2)CC1